N-(bis(2,6-dimethoxyphenyl)phosphanyl)-2,7-bis(3,5-di-tert-butylphenyl)-9H-carbazole-9-carboxamide COC1=C(C(=CC=C1)OC)P(NC(=O)N1C2=CC(=CC=C2C=2C=CC(=CC12)C1=CC(=CC(=C1)C(C)(C)C)C(C)(C)C)C1=CC(=CC(=C1)C(C)(C)C)C(C)(C)C)C1=C(C=CC=C1OC)OC